4-amino-2-propylthiazolo[4,5-c]quinoline 5-oxide NC1=[N+](C=2C=CC=CC2C2=C1N=C(S2)CCC)[O-]